N-(3,5-difluoro-4-(3-(1-methyl-1H-pyrazol-4-yl)-1H-pyrazolo[3,4-c]pyridin-5-yl)benzyl)pyridin-2-amine FC=1C=C(CNC2=NC=CC=C2)C=C(C1C=1C=C2C(=CN1)NN=C2C=2C=NN(C2)C)F